P(O)(=O)(OP(=O)(O)OP(=O)(O)O)OC[C@@H]1[C@H]([C@H]([C@@H](O1)N1C=[N+](C=2C(=O)NC(N)=NC12)C)OC)O N7,2'-O-dimethylguanosine-5'-triphosphate